(R)-N-(3-(1-((3-amino-6-chloropyrazin-2-yl)oxy)ethyl)phenyl)-3-methylbenzamide NC=1C(=NC(=CN1)Cl)O[C@H](C)C=1C=C(C=CC1)NC(C1=CC(=CC=C1)C)=O